CC(CC(C(=O)O)N)N The molecule is a diamino acid consisting of pentanoic acid having the amino substituents placed in the 2- and 4-positions. It is a diamino acid and a non-proteinogenic alpha-amino acid. It is a conjugate base of a 2,4-diazaniumylpentanoate. It is a conjugate acid of a 2,4-diaminopentanoate.